7,10-dibromo-1-methyl-2-oxo-1,2,3,4-tetrahydro-[1,4]diazepino[3,2,1-hi]indol BrC1=CN2C3=C(C(=CC=C13)Br)N(C(CC2)=O)C